BrC=1C(=C(OC2CCN(CC2)C(=O)OC(C)(C)C)C=CC1)C tert-butyl 4-(3-bromo-2-methyl-phenoxy)piperidine-1-carboxylate